CS(=O)C=1N=CC2=C(N1)N=C(C=C2C#C[Si](C(C)C)(C(C)C)C(C)C)N2C(N(CC21CCCC1)C)=O 1-{2-Methanesulfinyl-5-[2-(triisopropylsilyl)ethynyl]pyrido[2,3-d]pyrimidin-7-yl}-3-methyl-1,3-diazaspiro[4.4]nonan-2-one